6-(2-chloro-7-(8-ethyl-7-fluoro-3-(methoxymethoxy)naphthalen-1-yl)-8-fluoropyrido[4,3-d]pyrimidin-4-yl)-6-azaspiro[3.5]nonan-2-ol ClC=1N=C(C2=C(N1)C(=C(N=C2)C2=CC(=CC1=CC=C(C(=C21)CC)F)OCOC)F)N2CC1(CC(C1)O)CCC2